1-(benzofuran-7-ylmethyl)-N-(5-chloro-1H-indol-3-yl)-3,3-dimethyl-2-oxoindoline-6-carboxamide O1C=CC2=C1C(=CC=C2)CN2C(C(C1=CC=C(C=C21)C(=O)NC2=CNC1=CC=C(C=C21)Cl)(C)C)=O